C(C)ON=C(COC1=CC(=NN1C)C(F)F)C1=CC=CC=C1 2-((3-(difluoromethyl)-1-methyl-1H-pyrazol-5-yl)oxy)-1-phenylethan-1-one-O-ethyloxime